[N-](S(=O)(=O)C(F)(F)F)S(=O)(=O)C(F)(F)F.C(C(=C)C)(=O)OCC[N+](C)(C)C [2-(methacryloyloxy)ethyl]trimethylammonium bis(trifluoromethane)sulfonimide